4-bromo-6-fluoropyridinecarboxylic acid methyl ester COC(=O)C1=NC(=CC(=C1)Br)F